ClC=1C=C(C=CC1)CNC([C@H](C)NC(CN1N=C(C2=CC=CC=C12)C(=O)N)=O)=O (S)-1-(2-((1-((3-chlorophenylmethyl)amino)-1-oxopropan-2-yl)amino)-2-oxoethyl)-1H-indazole-3-carboxamide